4-[2-nitro-5-(trifluoromethyl)phenyl]-3-oxobutanoic acid methyl ester COC(CC(CC1=C(C=CC(=C1)C(F)(F)F)[N+](=O)[O-])=O)=O